ClC1=C(C=CC=C1)NC1=NC=C(C(=N1)N1C=C(C=C1)C(=O)NC(CO)C1=CC=CC=C1)F 1-(2-((2-chlorophenyl)amino)-5-fluoropyrimidin-4-yl)-N-(2-hydroxy-1-phenylethyl)-1H-pyrrole-3-carboxamide